tert-butyl (2S,6R*)-2-{[(1S)-1-cyano-2-[4-(3-methyl-2-oxo-2,3-dihydro-1,3-benzoxazol-5-yl)phenyl]ethyl]carbamoyl}-6-ethoxy-1,4-oxazocane-4-carboxylate C(#N)[C@H](CC1=CC=C(C=C1)C=1C=CC2=C(N(C(O2)=O)C)C1)NC(=O)[C@H]1OCC[C@H](CN(C1)C(=O)OC(C)(C)C)OCC |o1:28|